O=C1NC(CCC1N1C(C2=CC=C(C=C2C1=O)N1CC(CC1)CN1CCC(CC1)C1=CC=C(C=C1)NC=1N=C(N=NC1C(=O)N)C=1NC=CN1)=O)=O 5-((4-(1-((1-(2-(2,6-dioxopiperidin-3-yl)-1,3-dioxoisoindolin-5-yl)pyrrolidin-3-yl)methyl)piperidin-4-yl)phenyl)amino)-3-(1H-imidazol-2-yl)-1,2,4-triazine-6-carboxamide